CC1=CC=CC=2C(=C(OC21)CC(F)(F)F)C2=CC=CC=C2 7-methyl-3-phenyl-2-(2,2,2-trifluoroethyl)benzofuran